C(C)(=O)O[C@@H]1[C@H]([C@H]2OC(OC[C@H]2O[C@@H]1CC=C)(C)C)N1N=NC(=C1)C1=CC(=C(C(=C1)F)F)F (4aR,6R,7R,8S,8aR)-6-allyl-2,2-dimethyl-8-(4-(3,4,5-trifluorophenyl)-1H-1,2,3-triazol-1-yl)hexahydropyrano[3,2-d][1,3]dioxin-7-yl acetate